4-(tert-butyloxycarbonyl)aminotetrahydro-2H-pyran-4-carboxylic acid C(C)(C)(C)OC(=O)NC1(CCOCC1)C(=O)O